5-(hydroxymethyl)-1H-pyrazolo[3,4-b]Pyrazine-3-carbonitrile formate C(=O)O.OCC=1N=C2C(=NC1)NN=C2C#N